6-(4-chlorophenyl)-5-((3,4-dichlorophenethoxy)methyl)imidazo[2,1-b]thiazole ClC1=CC=C(C=C1)C=1N=C2SC=CN2C1COCCC1=CC(=C(C=C1)Cl)Cl